(diphenyltriazinyl)(terphenylyl)Indolocarbazole C1(=CC=CC=C1)C1=C(C(=NN=N1)C=1C(=C2C(=CC1)N=C1C=CC3=C4C=CC=CC4=NC3=C12)C1=C(C=CC=C1)C=1C(=CC=CC1)C1=CC=CC=C1)C1=CC=CC=C1